ClC=1C=NN(C1CC1N(C(C2=CC=CC=C12)=O)CC1=CC=C(C=C1)Cl)C 3-((4-chloro-1-methyl-1H-pyrazol-5-yl)methyl)-2-(4-chlorobenzyl)isoindolin-1-one